C(N)(OCC[C@@H]1N(CC(CC1)(F)F)C(=O)C1=NC(=CC=C1C)NC1=NC=CC(=C1)OCC)=O (R)-((1-(6-((4-ethoxypyridin-2-yl)amino)-3-methylpyridine-2-carbonyl)-5,5-difluoropiperidin-2-yl)methyl)methyl carbamate